N1C[C@H](CCC1)NC1=NC=C(C(=N1)C1=CNC2=NC(=CC=C21)C#N)C(F)(F)F 3-[2-[[(3S)-3-piperidyl]amino]-5-(trifluoromethyl)pyrimidin-4-yl]-1H-pyrrolo-[2,3-b]pyridine-6-carbonitrile